6-chloro-4-((6-morpholinopyridin-3-yl)amino)pyridazine-3-carboxylic acid methyl ester COC(=O)C=1N=NC(=CC1NC=1C=NC(=CC1)N1CCOCC1)Cl